(2S)-2-(allyloxycarbonylamino)-3-phenylpropanoic acid C(C=C)OC(=O)N[C@H](C(=O)O)CC1=CC=CC=C1